C1(=CC=CC=C1)N1C(=NN=C1SCC1=C(C=CC=C1)OC(F)(F)F)CC1=CC=CC=2C3=CC=CC=C3NC12 ((4-phenyl-5-((2-(trifluoromethoxy)benzyl)thio)-4H-1,2,4-triazol-3-yl)methyl)-9H-carbazole